4-oxo-1,4-dihydro-2-pyridinecarboxamide O=C1C=C(NC=C1)C(=O)N